ethyl 2-(4-(tert-butoxycarbonyl)piperazin-1-yl)pyrimidine-5-carboxylate C(C)(C)(C)OC(=O)N1CCN(CC1)C1=NC=C(C=N1)C(=O)OCC